(R)-2-((2S,3R)-3-((tert-butoxycarbonyl)amino)-2-hydroxy-4-phenylbutanamido)-2-(2-chloro-3-(trifluoromethyl)phenyl)acetic acid C(C)(C)(C)OC(=O)N[C@@H]([C@@H](C(=O)N[C@@H](C(=O)O)C1=C(C(=CC=C1)C(F)(F)F)Cl)O)CC1=CC=CC=C1